4-oxo-3-(o-tolyl)piperidine-1-carboxylic acid tert-butyl ester C(C)(C)(C)OC(=O)N1CC(C(CC1)=O)C1=C(C=CC=C1)C